4-((5-((4-(3-chlorophenyl)-3-oxopiperazin-1-yl)methyl)-1H-imidazol-1-yl)methyl)benzonitrile hydrochloride Cl.ClC=1C=C(C=CC1)N1C(CN(CC1)CC1=CN=CN1CC1=CC=C(C#N)C=C1)=O